2-(1-(4-((2,6-dioxopiperidin-3-yl)amino)phenyl)piperidin-4-yl)acetic acid O=C1NC(CCC1NC1=CC=C(C=C1)N1CCC(CC1)CC(=O)O)=O